C1(CCC1)CC=1N=CC2=C(N1)NC=C2C2=CC=1N(C=C2)N=CC1C(=O)N[C@@H]1CC[C@H](CC1)OC 5-(2-(cyclobutylmethyl)-7H-pyrrolo[2,3-d]pyrimidin-5-yl)-N-(trans-4-methoxycyclohexyl)pyrazolo[1,5-a]pyridine-3-carboxamide